benzyl ((R)-2-((tert-butoxycarbonyl)amino)-4-phenylbutyl)-L-alaninate C(C)(C)(C)OC(=O)N[C@@H](CN[C@@H](C)C(=O)OCC1=CC=CC=C1)CCC1=CC=CC=C1